6-chloro-1-cyclopropyl-4-fluoro-5-iodo-1,3-benzodiazole ClC=1C(=C(C2=C(N(C=N2)C2CC2)C1)F)I